7-benzyl-3-aminobenzimidazo[3,2-a]quinolinium chloride [Cl-].C(C1=CC=CC=C1)[N+]=1C2=C(C=CC=C2)N2C1C=CC=1C=C(C=CC21)N